COC(C1=C(C=C(C=C1N1C[C@@H](N(CC1)CC=1N=NC=CC1)CF)CC(C)C)F)=O (R)-2-fluoro-6-(3-(fluoromethyl)-4-(pyridazin-3-ylmethyl)piperazin-1-yl)-4-isobutylbenzoic acid methyl ester